FC(CN1C[C@H](N(CC1)CC1=C2C=CNC2=C(C=C1OC)C)C1=CC(=C(C(=O)O)C=C1)NCC1COC1)F (R)-4-(4-(2,2-difluoroethyl)-1-((5-methoxy-7-methyl-1H-indol-4-yl)methyl)piperazin-2-yl)-2-((oxetan-3-ylmethyl)amino)benzoic acid